COC1=NN2C(N=CC=C2)=C1 methoxypyrazolo[1,5-a]pyrimidine